(4-(3,5-difluoro-2-(trifluoromethyl)phenyl)piperidin-1-yl)(4,5,6,7-tetrahydro-1H-pyrazolo[3,4-c]pyridin-3-yl)methanone FC=1C(=C(C=C(C1)F)C1CCN(CC1)C(=O)C1=NNC=2CNCCC21)C(F)(F)F